(cis)-2,6-dimethyl-4-(pyrimidin-4-yl)morpholine C[C@@H]1CN(C[C@@H](O1)C)C1=NC=NC=C1